ClC1=C2CN(CC2=CC(=C1OCCCOC1=C(C2=C(SC(=C2)C(CCC(=O)OCC)=O)C=C1OC)F)OC)C(=O)OC(C)(C)C tert-butyl 4-chloro-5-(3-((2-(4-ethoxy-4-oxobutanoyl)-4-fluoro-6-methoxybenzo[b]thiophen-5-yl)oxy)propoxy)-6-methoxyisoindoline-2-carboxylate